N-(2-ethoxy-4-(4-methyl-4H-1,2,4-triazol-3-yl)phenyl)-8-(3-isopropyl-3-methoxyazetidin-1-yl)-6-methylpyrido[3,4-d]pyrimidin-2-amine C(C)OC1=C(C=CC(=C1)C1=NN=CN1C)NC=1N=CC2=C(N1)C(=NC(=C2)C)N2CC(C2)(OC)C(C)C